cyclopropylmethyl (iodomethyl) carbonate C(OCC1CC1)(OCI)=O